C(C1=CC=CC=C1)OC=1C(=C(C2=CC=C(C=C2C1)C=1C=NN(C1)CC(OCC)OCC)F)N1CC(NS1(=O)=O)=O 5-[3-benzyloxy-6-[1-(2,2-diethoxyethyl)pyrazol-4-yl]-1-fluoro-2-naphthyl]-1,1-dioxo-1,2,5-thiadiazolidin-3-one